3-(2-((2-fluoro-3-(methylsulfonyl)phenyl)amino)-5-methylpyridin-4-yl)-1H-indol-7-amine FC1=C(C=CC=C1S(=O)(=O)C)NC1=NC=C(C(=C1)C1=CNC2=C(C=CC=C12)N)C